5-(trifluoromethylsulfanyl)pyridin-3-yl 2,4,6-tri-O-acetyl-3-azido-3-deoxy-1-thio-α-D-galactopyranoside C(C)(=O)O[C@H]1[C@@H](SC=2C=NC=C(C2)SC(F)(F)F)O[C@@H]([C@@H]([C@@H]1N=[N+]=[N-])OC(C)=O)COC(C)=O